ClC(CN(C)CC(F)F)C1=CC(=CC=C1)Cl 2-Chloro-2-(3-chlorophenyl)-N-(2,2-difluoroethyl)-N-methylethan-1-amine